(S)-pentyl 2-isocyanato-3-tert-butoxypropionate N(=C=O)[C@H](C(=O)OCCCCC)COC(C)(C)C